4-(3,5-dichlorophenyl)-1-(4-(3,4-dichlorophenyl)-5-(isopropylsulfanyl)thiazol-2-yl)-3-methyl-1H-pyrazole-5-carboxylic acid ClC=1C=C(C=C(C1)Cl)C=1C(=NN(C1C(=O)O)C=1SC(=C(N1)C1=CC(=C(C=C1)Cl)Cl)SC(C)C)C